rel-(2S,3R,4R,5S)-4-[[3-[6-(difluoromethyl)-2-methoxy-3-pyridinyl]-4,5-dimethyl-5-(trifluoromethyl)tetrahydrofuran-2-carbonyl]amino]pyridine-2-carboxamide FC(C1=CC=C(C(=N1)OC)[C@@H]1[C@H](O[C@@]([C@@H]1C)(C(F)(F)F)C)C(=O)NC1=CC(=NC=C1)C(=O)N)F |o1:10,11,13,14|